C(C)C1=NN=C2N1N=CC1=CC=CC=C21 3-Ethyl-1,2,4-triazolo[3,4-a]phthalazine